(2S,5R)-5-Methylpiperidine-2-carboxylic acid C[C@@H]1CC[C@H](NC1)C(=O)O